FC1(CC(C1)CNC1CNCCC1)F N-((3,3-difluorocyclobutyl)methyl)piperidin-3-amine